FC1=C(C(=CC(=C1)OC)F)[C@H]1[C@@H](C(NC1)=O)NC(C1=CC=C(C=C1)OC(F)(F)F)=O N-((3S,4R)-4-(2,6-difluoro-4-methoxyphenyl)-2-oxopyrrolidin-3-yl)-4-(trifluoromethoxy)benzamide